p-chlorophenol zinc-tin [Sn].[Zn].ClC1=CC=C(C=C1)O